O=C1NC=CC(=C1)C(=O)N 2-oxo-1,2-dihydropyridine-4-amide